C(CCCCCC\C=C/CCCCCC)[Mg]I (8Z)-8-pentadecenylmagnesium iodide